OC(CC1=C(C=C(C=C1C(C)(C)C)OC(C(=C)C)=O)N1N=C2C(=N1)C=CC(=C2)Cl)C 2-(2'-hydroxy-5'-methacryloxy-propyl-3'-t-butyl-phenyl)-5-chlorobenzotriazole